N-(4-cyclohexylphenyl)-2-[(1-cyclopropyl-1H-tetrazol-5-yl)sulfanyl]-5-nitrobenzamide C1(CCCCC1)C1=CC=C(C=C1)NC(C1=C(C=CC(=C1)[N+](=O)[O-])SC1=NN=NN1C1CC1)=O